FC(C1=C(C=NN1)C1=CC=C2C(N(C=NC2=C1)CC=1C=C(C(=O)NCCO)C=CC1)=O)F 3-((7-(5-(Difluoromethyl)-1H-pyrazol-4-yl)-4-oxoquinazolin-3(4H)-yl)methyl)-N-(2-hydroxyethyl)benzamide